(E)-methyl 2-(3-fluoro-1-(5-(trifluoromethyl)pyrimidin-2-yl)piperidin-4-ylidene)acetate FC\1CN(CC/C1=C\C(=O)OC)C1=NC=C(C=N1)C(F)(F)F